C1(CC1)C=1C=CC=C2C(=NN(C12)CCN(C)C)NC(C1=CC=C(C=C1)F)=O N-(7-cyclopropyl-1-(2-(dimethylamino)ethyl)-1H-indazol-3-yl)-4-fluorobenzamide